N6-(tert-butoxycarbonyl)-N2-((29-(4-(2-(methylthio)pyrimidin-5-yl)-1H-1,2,3-triazol-1-yl)-3,6,9,12,15,18,21,24,27-nonaoxa-nonacosanoyl)-L-valinyl)-L-lysine C(C)(C)(C)OC(=O)NCCCC[C@H](NC([C@@H](NC(COCCOCCOCCOCCOCCOCCOCCOCCOCCN1N=NC(=C1)C=1C=NC(=NC1)SC)=O)C(C)C)=O)C(=O)O